C(#N)C1(CCCCC1)C(C#N)CCCC 1-cyanocyclohexyl-capronitrile